C(C=C)OC[C@@]12C[C@H](N([C@H]2C1)C(=O)OC(C)(C)C)C(=O)OCC1=CC=CC=C1 3-benzyl 2-(tert-butyl) (1S,3S,5R)-5-((allyloxy)methyl)-2-azabicyclo[3.1.0]hexane-2,3-dicarboxylate